6-(4-(3,5-Dimethyl-1H-pyrazol-1-yl)phenyl)-2-Methyl-1H-benzo[d]Imidazol CC1=NN(C(=C1)C)C1=CC=C(C=C1)C=1C=CC2=C(NC(=N2)C)C1